FN1C2(CC(C3=CC=CC=C13)=O)CCN(CC2)C(=O)NCC2=CC(=C(C=C2)F)NS(=O)(=O)C(C)C fluoro-N-(4-fluoro-3-((1-methylethyl)sulphonamido)benzyl)-4'-oxo-3',4'-dihydro-1'h-spiro[piperidine-4,2'-quinoline]-1-carboxamide